calcium hydrogensulfate S(=O)(=O)(O)[O-].[Ca+2].S(=O)(=O)(O)[O-]